[H-].[Mg+2].N[Mg+].[H-].[H-] aminomagnesium magnesium hydride